CC=1N=C(SC1C(=O)OCCC)C(=O)N1C[C@H](CC1)NC1=NC=CC2=CC=C(C=C12)C1=NOC(=N1)C propyl 4-methyl-2-[(3S)-3-[[7-(5-methyl-1,2,4-oxadiazol-3-yl)-1-isoquinolyl]amino]pyrrolidine-1-carbonyl]thiazole-5-carboxylate